Cl.C[C@H]1CNC[C@H](C1O)C (3S,4s,5R)-3,5-Dimethylpiperidin-4-ol HCl